(R or S)-6-bromo-8-(1-methoxyethyl)imidazo[1,2-a]pyridine-2-carboxylic acid BrC=1C=C(C=2N(C1)C=C(N2)C(=O)O)[C@@H](C)OC |o1:13|